C(C1=CC=CC=C1)C=1C=C2SC=3C=CC(=CC3NC2=CC1)C(=O)NCC1=CC=C(C=C1)S(=O)(=O)CC 7-Benzyl-N-(4-(ethylsulfonyl)benzyl)-10H-phenothiazine-2-carboxamide